2-(3-nitroquinolin-4-yl)acetic acid methyl ester COC(CC1=C(C=NC2=CC=CC=C12)[N+](=O)[O-])=O